[NH2+]=C1C=CCC=C1 azaniumylidenecyclohexa-2,5-dien